3,2-benziodoxol-3-one [IH]1OC(C2=C1C=CC=C2)=O